ClC1=CC=C(C=C1)S(=O)C1=CC=C(C=C1)Cl 1-chloro-4-(4-chlorophenyl)sulfinyl-benzene